(R)-2-fluoro-N-(3-(((5-((1-(2-Hydroxyethyl)piperidin-3-yl)oxy)-3-isopropylpyrazolo[1,5-a]pyrimidin-7-yl)amino)methyl)phenyl)acrylamide FC(C(=O)NC1=CC(=CC=C1)CNC1=CC(=NC=2N1N=CC2C(C)C)O[C@H]2CN(CCC2)CCO)=C